5-bromo-3-isopropyl-1H-benzimidazol-2-one BrC1=CC2=C(NC(N2C(C)C)=O)C=C1